4-bromo-1-(4-methoxy-benzyl)-1H-indole-2,3-dione BrC1=C2C(C(N(C2=CC=C1)CC1=CC=C(C=C1)OC)=O)=O